5-amino-2-isopropyl-3-oxo-4-o-tolyl-2,3-dihydro-pyrazole NC1=C(C(N(N1)C(C)C)=O)C1=C(C=CC=C1)C